IC1=C(C(=CC=C1)C)C1CCC(CC1)OC1(CC1)C 1-iodo-3-methyl-2-((1r,4r)-4-(1-methylcyclopropoxy)-cyclohexyl)benzene